C(C)C1(CO1)CC 2-Ethyl-1,2-butylenoxid